2-(4-amino-1-piperidinyl)ethanol NC1CCN(CC1)CCO